copper gluconate O=C([C@H](O)[C@@H](O)[C@H](O)[C@H](O)CO)[O-].[Cu+2].O=C([C@H](O)[C@@H](O)[C@H](O)[C@H](O)CO)[O-]